The molecule is the conjugate base of 2,5-dioxopentanoic acid; major species at pH 7.3. It is a conjugate base of a 2,5-dioxopentanoic acid. C(CC(=O)C(=O)[O-])C=O